1-(6-methyl-2-pyridinyl)piperazine hydrochloride Cl.CC1=CC=CC(=N1)N1CCNCC1